[Na].O=C1C(CCC1)C(=O)OC methyl 2-oxocyclopentaneformate sodium salt